(2-(hydroxyimino)ethyl)phosphonic acid hydrogen 2-ethylhexyl ester C(C)C(COP(O)(=O)CC=NO)CCCC